5-{(2R)-4-fluoro-6-hydroxy-2-[(propylamino)methyl]-2,3-dihydro-1-benzofuran-5-yl}-1λ6,2,5-thiadiazolidine-1,1,3-trione FC1=C(C(=CC2=C1C[C@@H](O2)CNCCC)O)N2CC(NS2(=O)=O)=O